2-(((1r,4r)-4-aminocyclohexyl)amino)pyrimidin NC1CCC(CC1)NC1=NC=CC=N1